ClC1=C(C(=C(C=C1OC)OC)Cl)C1=NC(=C2C=C(N=CC2=C1)N[C@@H]1COCC[C@@H]1NC(C=C)=O)NCC=1C=NN(C1)C N-((3S,4S)-3-((7-(2,6-dichloro-3,5-dimethoxyphenyl)-5-(((1-methyl-1H-pyrazol-4-yl)methyl)amino)-2,6-naphthyridin-3-yl)amino)tetrahydro-2H-pyran-4-yl)acrylamide